C(C)(C)(C)OC(N[C@H]1COC2(C1)CCNCC2)=O (R)-(1-oxa-8-azaspiro[4.5]decan-3-yl)carbamic acid tert-butyl ester